N-([2,3'-bipyridin]-5-ylmethyl)-2-(4-aminophenyl)-9-isopropyl-9H-purin-6-amine N1=C(C=CC(=C1)CNC1=C2N=CN(C2=NC(=N1)C1=CC=C(C=C1)N)C(C)C)C=1C=NC=CC1